3-[5-[2-[N-(2-methoxyethyl)-N-methylamino]ethoxy]-1H-indol-2-yl]quinolin-2(1H)-one COCCN(C)CCOC=1C=C2C=C(NC2=CC1)C=1C(NC2=CC=CC=C2C1)=O